Bis(2,2-dimethylethylheptyl) terephthalate C(C1=CC=C(C(=O)OC(CCCCCC)CC(C)C)C=C1)(=O)OC(CCCCCC)CC(C)C